N-(trifluoromethylsulfonyloxy)-7-oxabicyclo[2.2.1]hept-5-ene-2,3-dicarboximide FC(S(=O)(=O)ON1C(=O)C2C3C=CC(C2C1=O)O3)(F)F